C(C)(=O)NCCN(CC[C@@H](C(=O)O)NC1=NC(=NC=C1)C(F)(F)F)CCCCC1=NC=2NCCCC2C=C1 (S)-4-((2-acetamidoethyl)(4-(5,6,7,8-tetrahydro-1,8-naphthyridin-2-yl)butyl)amino)-2-((2-(trifluoromethyl)pyrimidin-4-yl)amino)butanoic acid